3-({[(4R)-7-phenyl-3,4-dihydro-2H-chromen-4-yl]methyl}amino)pyridine-4-carboxylic acid C1(=CC=CC=C1)C1=CC=C2[C@@H](CCOC2=C1)CNC=1C=NC=CC1C(=O)O